4-hydroxyphenyl-2,4-bis[(2,4-dihydroxyphenyl)methyl]-6-cyclohexylphenol OC1=CC=C(C=C1)C=1C(=C(C(=CC1CC1=C(C=C(C=C1)O)O)C1CCCCC1)O)CC1=C(C=C(C=C1)O)O